N-(3-(1H-pyrazol-1-yl)benzyl)-N-(3-methoxybenzyl)-4-methyl-5-(morpholinomethyl)oxazol-2-amine N1(N=CC=C1)C=1C=C(CN(C=2OC(=C(N2)C)CN2CCOCC2)CC2=CC(=CC=C2)OC)C=CC1